N,N'-Bis-(1-NAPHTHALENYL)-N,N'-Bis-phenyl-(1,1'-biphenyl)-4,4'-di-amine C1(=CC=CC2=CC=CC=C12)N(C1=CC=C(C=C1)C1=CC=C(C=C1)N(C1=CC=CC=C1)C1=CC=CC2=CC=CC=C12)C1=CC=CC=C1